4-[(2,2-difluoroethyl)amino]-7-methyl-1-phenylpyrido[2,3-d]pyrimidin-2(1H)-one FC(CNC=1C2=C(N(C(N1)=O)C1=CC=CC=C1)N=C(C=C2)C)F